NC1=NC(=C(C=2N1N=C(N2)CCl)C2=NC=NC=C2)C2=C(C#N)C=CC=C2 (5-amino-2-(chloromethyl)-8-(pyrimidin-4-yl)-[1,2,4]triazolo[1,5-c]pyrimidin-7-yl)benzonitrile